3,7-dichloro-8-methyl-2-piperazin-1-yl-quinoline hydrochloride Cl.ClC=1C(=NC2=C(C(=CC=C2C1)Cl)C)N1CCNCC1